CN1N=CC2=CC(=CC=C12)CNC(=O)[C@H]1N(C[C@@H](C1)CC1=CC=C(C=C1)C)C(=O)[C@@H]1NCCC[C@@H]1C(=O)N1CCOCC1 (2S,4R)-N-((1-methyl-1H-indazol-5-yl)methyl)-4-(4-methylbenzyl)-1-((2R,3S)-3-(morpholine-4-carbonyl)piperidine-2-carbonyl)pyrrolidine-2-carboxamide